1-fluoro-4-aminobenzene FC1=CC=C(C=C1)N